C1(=CC=CC=C1)N1N=CC2=C1N=C/1N(C2=O)CC\C1=C/C1=CC=CC=C1 (E)-1-phenyl-8-benzylidene-7,8-dihydro-1H-pyrazolo[3,4-D]pyrrolo[1,2-a]pyrimidin-4(6H)-one